CC1(CN(C1)C=1C2=C(N=CN1)C=CC(=N2)C=2C=C(C=CC2)C#C[C@]2(C(N(CC2)C)=O)O)C (R)-3-((3-(4-(3,3-dimethylazetidin-1-yl)pyrido[3,2-d]pyrimidin-6-yl)phenyl)ethynyl)-3-hydroxy-1-methylpyrrolidin-2-one